C(C)(C)OC1=CC=C(OC=2C=C(C=NC2)NC(C=C)=O)C=C1 N-{5-(4-Isopropoxyphenoxy)pyridin-3-yl}acrylamide